(S)-5-((8-Methoxy-6-(4,4,5,5-tetramethyl-1,3,2-dioxaborolan-2-yl)-3,4-dihydroisoquinolin-2(1H)-yl)methyl)pyrrolidin-2-one COC=1C=C(C=C2CCN(CC12)C[C@@H]1CCC(N1)=O)B1OC(C(O1)(C)C)(C)C